tert-butyl (2S)-4-(2-bromo-4-methyl-5-oxo-4,5-dihydropyrazolo[1,5-a]pyrimidin-7-yl)-2-methylpiperidine-1-carboxylate BrC1=NN2C(N(C(C=C2C2C[C@@H](N(CC2)C(=O)OC(C)(C)C)C)=O)C)=C1